Cyclopropylmethyl-4-[4-(2,6-dimethyl-pyridin-4-yloxy)-3-fluoro-phenyl]-3-trifluoromethyl-1H-pyridin-2-one C1(CC1)CN1C(C(=C(C=C1)C1=CC(=C(C=C1)OC1=CC(=NC(=C1)C)C)F)C(F)(F)F)=O